N1CCC(CC1)NC(=O)N1CCN(C2=CC=CC=C12)C1=NC=CC=C1 N-(Piperidin-4-yl)-4-(pyridin-2-yl)-3,4-dihydroquinoxaline-1(2H)-carboxamide